C(C1=CC=CC=C1)C1N(CC1OC=1C=CC(=C2C=C(N=CC12)Cl)C=C)C(=O)OCC1=NC(=NN1C1CC1)Br (3-Bromo-1-cyclopropyl-1H-1,2,4-triazol-5-yl)methanol benzyl-3-((3-chloro-5-vinylisoquinolin-8-yl)oxy)azetidine-1-carboxylate